ClC1=C(C=CC=C1)CC(=O)NC1=CC(=C(C=C1)N1C=NC(=C1)C(F)(F)F)S(N)(=O)=O 2-(2-chlorophenyl)-N-{3-sulfamoyl-4-[4-(trifluoromethyl)-1H-imidazol-1-yl]phenyl}acetamide